methyl racemic-cis-{[4-iodo-2-(2-methylpropan-2-yl)-5-(3-{[(2-methylpropan-2-yl) diphenylsilyl] oxy} cyclopentyl) pyrazol-3-yl] amino}carboxylate IC1=C(N(N=C1[C@@H]1C[C@@H](CC1)O[Si](C1=CC=CC=C1)(C1=CC=CC=C1)C(C)(C)C)C(C)(C)C)NC(=O)OC |r|